2,2-bis(4-hydroxyphenyl)-3,3-dimethylbutane OC1=CC=C(C=C1)C(C)(C(C)(C)C)C1=CC=C(C=C1)O